C(#N)C1=C(N=C(S1)N(C=1C(=NN2C1C=C(C(=C2)F)N2CCN(CC2)C(=O)OC(C)(C)C)CC)C)C2=C(C(=C(C(=C2[2H])[2H])F)[2H])[2H] tert-butyl 4-(3-((5-cyano-4-(4-fluorophenyl-2,3,5,6-d4)thiazol-2-yl)(methyl)amino)-2-ethyl-6-fluoropyrazolo[1,5-a]pyridin-5-yl)piperazine-1-carboxylate